rac-4-(((1R,3S)-3-Methoxycyclopentyl)amino)-N-(2-methoxyethyl)thieno[2,3-d]pyrimidine-2-carboxamide CO[C@@H]1C[C@@H](CC1)NC=1C2=C(N=C(N1)C(=O)NCCOC)SC=C2 |r|